C(C)[C@H]1N(C[C@@H](N(C1)C=1C2=C(N(C(N1)=O)C)C=CC(=N2)C#N)C)C(CC)C2=CC=C(C=C2)OCC2CCOCC2 4-((2S,5R)-5-ethyl-2-methyl-4-(1-(4-((tetrahydro-2H-pyran-4-yl)methoxy)phenyl)propyl)piperazin-1-yl)-1-methyl-2-oxo-1,2-dihydropyrido[3,2-d]pyrimidine-6-carbonitrile